NCC1=CC(=C(C(=C1)C)NC(=O)C1=CC2=C(OCCC3=C2SC=C3)C=C1C=1C(=NC(=CC1)C(NC1C3CCC(C1)C3)=O)C(=O)OC)C methyl 3-(9-((4-(aminomethyl)-2,6-dimethylphenyl)carbamoyl)-4,5-dihydrobenzo[b]thieno[2,3-d]oxepin-8-yl)-6-(bicyclo[2.2.1]heptan-2-ylcarbamoyl)picolinate